N-[(3R,4S)-4-fluoro-1-[(2R)-3,3,3-trifluoro-2-hydroxypropanoyl]pyrrolidin-3-yl]benzamide F[C@@H]1[C@@H](CN(C1)C([C@H](C(F)(F)F)O)=O)NC(C1=CC=CC=C1)=O